N,N'-bis(3,5-di-t-butyl-4-hydroxyphenylpropionyl)-hexamethylenediamine C(C)(C)(C)C=1C=C(C=C(C1O)C(C)(C)C)CCC(=O)NCCCCCCNC(CCC1=CC(=C(C(=C1)C(C)(C)C)O)C(C)(C)C)=O